di(3-methylphenyl)-4,4'-diaminobiphenyl CC=1C=C(C=CC1)C=1C(=C(C=CC1N)C1=CC=C(C=C1)N)C1=CC(=CC=C1)C